OC1=C(C=O)C=CC(=C1)OC1=NC=CC=N1 2-hydroxy-4-(pyrimidin-2-yloxy)benzaldehyde